NC1=NC(=CC(=N1)N1[C@@H](COCCC1)C1=C2CC(NC2=CC=C1)=O)C |r| (+-)-4-(4-(2-amino-6-methylpyrimidin-4-yl)-1,4-oxazepan-3-yl)indolin-2-one